N-benzylsulfonyl-6-[4-[4-(1-ethyl-5-hydroxypyridin-1-ium-3-yl)-3-fluorobenzoyl]piperazin-1-yl]pyridazine-3-carboxamide C(C1=CC=CC=C1)S(=O)(=O)NC(=O)C=1N=NC(=CC1)N1CCN(CC1)C(C1=CC(=C(C=C1)C=1C=[N+](C=C(C1)O)CC)F)=O